4-(Aminomethyl)-2,3-difluorobenzenesulfonamide HCl Cl.NCC1=C(C(=C(C=C1)S(=O)(=O)N)F)F